C(C)OC(=O)C1=NC(=CC=C1)NCCCC1=C(N=NC(=C1C)Cl)Cl 6-{[3-(3,6-dichloro-5-methylpyridazin-4-yl)propyl]Amino}pyridine-2-carboxylic acid ethyl ester